C(C)N(C(=O)C=1C(=C(C=CC1)B(O)O)F)CC 3-(DIETHYLCARBAMOYL)-2-FLUOROPHENYLBORONIC ACID